1-(bicyclo[1.1.1]pentan-1-yl)-4-((5-(4-fluorophenyl)isoxazol-3-yl)methyl)-1,4-dihydropyrazine-2,3-dione C12(CC(C1)C2)N2C(C(N(C=C2)CC2=NOC(=C2)C2=CC=C(C=C2)F)=O)=O